5-chloro-indolyl isonitrile ClC=1C=C2C=C(NC2=CC1)[N+]#[C-]